BrC=1C=C2CN(C(C2=CC1)=O)I 5-bromo(iodo)-isoindolin-1-one